N12NCCCCC2=CCCC1 Diazabicyclo[5.4.0]-undec-7-ene